(2R,4S)-4-(2-hydroxyethyl)-2-methyl-piperidine-1-carboxylic acid tert-butyl ester C(C)(C)(C)OC(=O)N1[C@@H](C[C@H](CC1)CCO)C